C1=CSC(=N1)N=C(N)N GUANIDINOTHIAZOLE